OC[C@H]1CN(C(O1)=O)C1=CC=C(C=C1)C1=CC=C(C=C1)S(=O)(=O)C1COC1 (5R)-5-(hydroxymethyl)-3-[4'-(oxetane-3-sulfonyl)[1,1'-biphenyl]-4-yl]-1,3-oxazolidin-2-one